BrC=1C=NC(=C(C(=O)N)C1)OC(F)F 5-bromo-2-(difluoromethoxy)nicotinamide